O=C1C(O)=C(O)[C@H](O1)[C@@H](O)CO L-Ascorbic acid